bis-(4-tert-butyl-3-hydroxy-2,6-dimethylbenzyl)-dithiol terephthalate C(C1=CC=C(C(=O)O)C=C1)(=O)O.C(C)(C)(C)C1=C(C(=C(CC2=CC(SS2)CC2=C(C(=C(C=C2C)C(C)(C)C)O)C)C(=C1)C)C)O